3-oxo-3-(pyridin-4-yl)propionic acid ethyl ester C(C)OC(CC(C1=CC=NC=C1)=O)=O